2-chloro-6-methyl-N-(5-fluoro-1H-pyrazol-3-yl)benzamide ClC1=C(C(=O)NC2=NNC(=C2)F)C(=CC=C1)C